NC1=CC=CC=2N(C(N(C21)C)=O)C=2C(=NC(=CC2)OCC2=CC=CC=C2)OCC2=CC=CC=C2 4-amino-1-(2,6-bis(benzyloxy)pyridin-3-yl)-3-methyl-1H-benzo[d]imidazol-2(3H)-one